CNC(C=O)CC 2-(methylamino)butan-1-one